ClC=1C(=C(C=CC1F)[C@H](NC(=O)[C@H]1NC(NC1)=O)C=1C=NC(=NC1)OC(F)F)F |o1:8| (S)-N-((R or S)-(3-chloro-2,4-difluorophenyl)(2-(difluoromethoxy)pyrimidin-5-yl)methyl)-2-oxoimidazolidine-4-carboxamide